(2R,11aR)-8-chloro-2-hydroxy-6-isopropoxy-2,3,11,11a-tetrahydro-1H,5H-benzo[f]pyrrolo[2,1-c][1,4]oxazepin-5-one ClC1=CC2=C(C(N3[C@@H](CO2)C[C@H](C3)O)=O)C(=C1)OC(C)C